FC1=C(C=CC=C1F)[C@@H]1N(OCC1)C1=CC(=NC=N1)NC1=C(C=C(C(=C1)C=1C=NN(C1)C)N1CCC(CC1)N1CCN(CC1)C)OC (R)-6-(3-(2,3-difluorophenyl)isoxazolidin-2-yl)-N-(2-methoxy-5-(1-methyl-1H-pyrazole-4-yl)-4-(4-(4-methylpiperazin-1-yl)piperidin-1-yl)phenyl)pyrimidin-4-amine